FC(O)(S(=O)(=O)[O-])F difluoro-2-oxaethane-1-sulfonate